ClC1=CC=C(OC2=C(C=C(CCN(C(OC(C)(C)C)=O)CCCO)C=C2)F)C=C1 tert-butyl (4-(4-chlorophenoxy)-3-fluorophenethyl)(3-hydroxypropyl)carbamate